6-(5-Carboxyl-5-methyl-hexyloxy)-2,2-dimethylhexanoic acid C(=O)(O)C(CCCCOCCCCC(C(=O)O)(C)C)(C)C